6-((4-(5-iodopyridin-3-yl)-1H-1,2,3-triazol-1-yl)methyl)-1H-indole-1-carboxylic acid tert-butyl ester C(C)(C)(C)OC(=O)N1C=CC2=CC=C(C=C12)CN1N=NC(=C1)C=1C=NC=C(C1)I